tert-butyl (1R,3s,5S)-3-((6-((5-isopropyl-1H-pyrazol-3-yl)amino)pyrazin-2-yl)oxy)-9-azabicyclo[3.3.1]nonane-9-carboxylate C(C)(C)C1=CC(=NN1)NC1=CN=CC(=N1)OC1C[C@H]2CCC[C@@H](C1)N2C(=O)OC(C)(C)C